OC1=C(C(N(C=C1)C)=O)NC(N[C@@H](CC(=O)O)C=1C=C(C=C(C1)OC)C1=CC=CC=C1)=O (S)-3-(3-(4-hydroxy-1-methyl-2-oxo-1,2-dihydropyridin-3-yl)ureido)-3-(5-methoxybiphenyl-3-yl)propanoic acid